CC(C)N1N=CC(=C1)C(=O)NN 1-(propan-2-yl)-1H-pyrazole-4-carbohydrazide